C(C)(C)(C)OC(=O)N1CC2(C1)CC(C2)=CC2=CC(=CC=C2)S(=O)C(F)(F)F 6-[[3-(trifluoromethylsulfinyl)phenyl]methylene]-2-azaspiro[3.3]heptane-2-carboxylic acid tert-butyl ester